BrC=1C=CC2=C(N(C([C@H](CC2)NC(C2=NC=CC(=C2)OC2=CC=CC=C2)=O)=O)C)C1 (S)-N-(8-bromo-1-methyl-2-oxo-2,3,4,5-tetrahydro-1H-benzo[b]azepin-3-yl)-4-phenoxypicolinamide